N-methoxy-1H-triazole CON1N=NC=C1